C(C)C1=CC=C(C=C)C=C1 p-ethyl-styrene